NC=1C2=C(N=CN1)C(=CN2C2=CC=C(CNC(C1=C(C=CC(=C1)F)OC)=O)C=C2)Br N-(4-(4-amino-7-bromo-5H-pyrrolo[3,2-d]pyrimidin-5-yl)benzyl)-5-fluoro-2-methoxybenzamide